5-(7-(8-bromonaphthalen-1-yl)-2-((hexahydro-1H-pyrrolizin-7a-yl)methoxy)-5,6,7,8-tetrahydropyrido[3,4-d]pyrimidin-4-yl)tetrahydropyrrolo[3,4-c]pyrrole-1,3(2H,3aH)-dione BrC=1C=CC=C2C=CC=C(C12)N1CC=2N=C(N=C(C2CC1)N1CC2C(C1)C(NC2=O)=O)OCC21CCCN1CCC2